OC1(CCC1)C1C[C@H](N(C1=O)C(=O)OC(C)(C)C)C(=O)OC O1-tert-butyl O2-methyl (2S)-4-(1-hydroxycyclobutyl)-5-oxo-pyrrolidine-1,2-dicarboxylate